N-Fmoc-L-Alanine C(=O)(OCC1C2=CC=CC=C2C2=CC=CC=C12)N[C@@H](C)C(=O)O